CN(C(C(C1=C(C=CC=C1)C)=O)=O)C N,N-dimethyl-2-oxo-2-(o-tolyl)acetamide